N1=C(C=NC2=CC=CC=C12)C=1C=NN(C1)[C@@H]1C[C@H](C1)CN (trans-3-(4-(quinoxalin-2-yl)-1H-pyrazol-1-yl)cyclobutyl)methanamine